2-Fluoro-6-[[(1R)-1-[2-(5-fluoro-3-pyridyl)-3,6-dimethyl-4-oxo-chromen-8-yl]ethyl]amino]benzonitrile FC1=C(C#N)C(=CC=C1)N[C@H](C)C=1C=C(C=C2C(C(=C(OC12)C=1C=NC=C(C1)F)C)=O)C